6-((3,5-dichlorophenyl)thio)-4-morpholinonicotinic acid ClC=1C=C(C=C(C1)Cl)SC1=NC=C(C(=O)O)C(=C1)N1CCOCC1